C(#N)C1=C(C=CC(=C1)F)SC=1C=2N(C=C(C1)C=1C=NN(C1C)[C@@H]1CNC(CC1)(C)C)N=CC2C#N (S)-4-((2-cyano-4-fluorophenyl)thio)-6-(1-(6,6-dimethylpiperidin-3-yl)-5-methyl-1H-pyrazol-4-yl)pyrazolo[1,5-a]pyridine-3-carbonitrile